Dimethyl Bis(methylthio)methylphosphonate CSC(SC)P(OC)(OC)=O